C(C(=C)C)(=O)[O-].CCS(=O)(=O)O.[Na+] sodium 2-ethanesulfonate methacrylate salt